FC(C(=C)C(F)(F)F)(F)F 3,3,3-trifluoro-2-(trifluoromethyl)prop-1-ene